tert-Butyl 3-(fluoromethyl)-5-((4-(2-(2,3,5-trifluoro-4-((phenylmethyl)sulfonamido)phenoxy)pyridin-3-yl)pyrimidin-2-yl)amino)piperidine-1-carboxylate FCC1CN(CC(C1)NC1=NC=CC(=N1)C=1C(=NC=CC1)OC1=C(C(=C(C(=C1)F)NS(=O)(=O)CC1=CC=CC=C1)F)F)C(=O)OC(C)(C)C